(5Z)-5-(1H-Benzimidazol-5-ylmethylene)-2-[[(1S)-2-hydroxy-1-phenyl-ethyl]amino]-3-methyl-imidazol-4-one N1C=NC2=C1C=CC(=C2)\C=C/2\C(N(C(=N2)N[C@H](CO)C2=CC=CC=C2)C)=O